2-(1-(t-butoxycarbonyl)-3,3-difluoropiperidin-4-yl)acetic acid C(C)(C)(C)OC(=O)N1CC(C(CC1)CC(=O)O)(F)F